Cl.CNC(=C[N+](=O)[O-])N N-methyl-2-nitro-1,1-ethenediamine hydrochloride